C(C)(C)OC1=CN=CC(=N1)NC=1C(=NOC1C1=CC=C(C(=N1)C)NC(=O)C1C(CCCC1)C(=O)O)C 2-((6-(4-((6-isopropoxypyrazin-2-yl)amino)-3-methylisoxazol-5-yl)-2-methylpyridin-3-yl)carbamoyl)cyclohexane-1-carboxylic acid